C(C)(C)(C)C1=CC=C(C(=N1)F)C(=O)NS(=O)(=O)C1=CC=CC(=N1)NC(CC[C@@H]1CNC(C1)(C)C)C1CCN(CC1)C(=O)OCC1=CC=CC=C1 benzyl 4-[1-[[6-[(6-tert-butyl-2-fluoro-pyridine-3-carbonyl)sulfamoyl]-2-pyridyl]amino]-3-[(3S)-5,5-dimethylpyrrolidin-3-yl]propyl]piperidine-1-carboxylate